methyl-(3-dimethyl(trimethylsiloxy)silylpropyl)ether COCCC[Si](O[Si](C)(C)C)(C)C